N1(N=CC=C1)C1=CC=C(CN2C(C3=NC=CN=C3C(=C2)C(=O)N[C@@H]2[C@H](CCCC2)O)=O)C=C1 6-(4-(1H-pyrazol-1-yl)benzyl)-N-((1S,2S)-2-hydroxycyclohexyl)-5-oxo-5,6-dihydropyrido[3,4-b]pyrazine-8-carboxamide